1-(2-aminoethyl)-3-((3S,5R,8R,9S,10S,13R,14S,17R)-14-hydroxy-10,13-dimethyl-17-(2-oxo-2H-pyran-5-yl)hexadecahydro-1H-cyclopenta[a]phenanthren-3-yl)urea NCCNC(=O)N[C@H]1CC[C@@]2([C@H]3CC[C@@]4([C@H](CC[C@@]4([C@@H]3CC[C@@H]2C1)O)C=1C=CC(OC1)=O)C)C